(S)-1-(1-((5-(4-((4-(((2-(methylsulfonyl)ethyl)amino)methyl)phenyl)ethynyl)phenyl)isoxazol-3-yl)methyl)-1H-imidazol-2-yl)ethan-1-ol CS(=O)(=O)CCNCC1=CC=C(C=C1)C#CC1=CC=C(C=C1)C1=CC(=NO1)CN1C(=NC=C1)[C@H](C)O